1-[8,9-Dihydroxy-9-(3,4-methylenedioxyphenyl)-2-nonenoyl]piperidine OC(CCCCC=CC(=O)N1CCCCC1)C(C1=CC2=C(C=C1)OCO2)O